(S)-4-amino-N-methyl-N-(6-(1-(trifluoromethyl)-1H-pyrazol-4-yl)-2,3-dihydrobenzofuran-3-yl)imidazo[1,5-a]quinoxaline-8-carboxamide NC=1C=2N(C3=CC(=CC=C3N1)C(=O)N([C@@H]1COC3=C1C=CC(=C3)C=3C=NN(C3)C(F)(F)F)C)C=NC2